3-allyloxy-2-hydroxy-1-propanesulfonate sodium salt [Na+].C(C=C)OCC(CS(=O)(=O)[O-])O